CN(CCC#CC1=C(C=C2C(=NC(=NC2=C1)N1CCCCC1)NCCC1=CC=NC=C1)OC)C 7-(4-(dimethylamino)but-1-yn-1-yl)-6-methoxy-2-(piperidine-1-yl)-N-(2-(pyridin-4-yl)ethyl)quinazolin-4-amine